[Cl-].[Li+] Lithium chloride